3-(4-chlorophenoxy)-propan-1,2-diol ClC1=CC=C(OCC(CO)O)C=C1